NC1=C(C(=NC=N1)C1=CC(=C(CNC(=O)C2=NC(=NO2)C(C)(C)C)C=C1)C)OCCN(C(C=C)=O)C N-(4-(6-amino-5-(2-(N-methylacrylamido)ethoxy)pyrimidin-4-yl)-2-methylbenzyl)-3-(tert-butyl)-1,2,4-oxadiazole-5-carboxamide